ClC1=C(C=C(C(=C1)F)N1C(=NC(=CC1=O)C(F)(F)F)OC)C1=NOC(C1)(C(=O)OCC)C Ethyl 3-[2-chloro-4-fluoro-5-[2-methoxy-6-oxo-4-(trifluoromethyl)pyrimidin-1-yl]phenyl]-5-methyl-4H-isoxazole-5-carboxylate